O1CCN(CC1)C=1C(=NC=C(C1)C(F)(F)F)C(=O)NN 3-morpholino-5-(trifluoromethyl)pyridinecarboxylic acid hydrazide